C1(CC1)C1=C(N(C(C=C1)=O)C)C1=C(OC=2C(=NC=NC2)N2CC3(CCN(C3)CC3=CC4=C(NC(N4)=O)C=C3)CC2)C=CC(=C1)F 5-((7-(5-(2-(3-cyclopropyl-1-methyl-6-oxo-1,6-dihydropyridin-2-yl)-4-fluorophenoxy)pyrimidin-4-yl)-2,7-diazaspiro[4.4]nonan-2-yl)methyl)-1,3-dihydro-2H-benzo[d]imidazol-2-one